(3-{[2-(4-chlorophenyl)imidazo[1,2-a]pyridin-3-yl]methyl}-3,6-diazabicyclo[3.1.1]hept-6-yl)-(tetrahydrofuran-2-yl)methanone ClC1=CC=C(C=C1)C=1N=C2N(C=CC=C2)C1CN1CC2N(C(C1)C2)C(=O)C2OCCC2